C(C=C)(=O)N1CCN(CC1)C1=NC=NC2=CC(=C(C=C12)Cl)C1=NC(=NC=C1C)NC(C=C)=O N-(4-(4-(4-acryloylpiperazin-1-yl)-6-chloroquinazolin-7-yl)-5-methylpyrimidin-2-yl)acrylamide